(E)-2-[m-(6-chloro-2-methyl-3-pyridinyl)benzoylamino]-5,5-dimethyl-3-hexenoic acid ClC1=CC=C(C(=N1)C)C=1C=C(C(=O)NC(C(=O)O)\C=C\C(C)(C)C)C=CC1